1-(tert-butoxycarbonyl)-6-methylideneazepane-3-carboxylic acid C(C)(C)(C)OC(=O)N1CC(CCC(C1)=C)C(=O)O